(S)-5-(2-(4-(2-acetyl-5-chlorophenyl)-5-methoxy-2-oxopyridin-1(2H)-yl)-4-methoxybutyrylamino)-1H-indole-2-carboxylic acid C(C)(=O)C1=C(C=C(C=C1)Cl)C1=CC(N(C=C1OC)[C@H](C(=O)NC=1C=C2C=C(NC2=CC1)C(=O)O)CCOC)=O